N1(C=NC=C1)C1=CC(=CC(=N1)C(=O)NC1CCC(CC1)OCCOC)C=C 6-(1H-imidazol-1-yl)-N-((1r,4r)-4-(2-methoxyethoxy)cyclohexyl)-4-vinylpyridinecarboxamide